2,5-dioxopyrrolidin-1-yl 3-(difluoromethyl)benzoate FC(C=1C=C(C(=O)ON2C(CCC2=O)=O)C=CC1)F